N-(1-(4-(7-cyano-4-(morpholinomethyl)quinolin-2-yl)phenyl)ethyl)-2-methylpropane-2-sulfinamide C(#N)C1=CC=C2C(=CC(=NC2=C1)C1=CC=C(C=C1)C(C)NS(=O)C(C)(C)C)CN1CCOCC1